(((2-(4-(difluoromethoxy)-3-isopropoxyphenyl)oxazol-4-yl)methyl)carbamoyl)picolinic acid methyl ester COC(C1=NC=CC=C1C(NCC=1N=C(OC1)C1=CC(=C(C=C1)OC(F)F)OC(C)C)=O)=O